C1(CC1)C=1C=C(C=CC1)[C@H](CC(=O)OC)CN1CC2(C1)CN(CC2)CC2=NC=1NCCCC1C=C2 methyl (S)-3-(3-cyclopropylphenyl)-4-(6-((5,6,7,8-tetrahydro-1,8-naphthyridin-2-yl)methyl)-2,6-diazaspiro[3.4]octan-2-yl)butanoate